O=C(C(=O)OC)C Methyl 2-oxopropionate